(4-amino-7-fluoro-1-methyl-1H-pyrazolo[4,3-c]quinolin-8-yl)((3S)-3-(4-(pentafluoroethyl)phenyl)-4-morpholinyl)methanone NC1=NC=2C=C(C(=CC2C2=C1C=NN2C)C(=O)N2[C@H](COCC2)C2=CC=C(C=C2)C(C(F)(F)F)(F)F)F